C1(CC1)C1=NC=CC(=N1)C=1N=C2SCCCN2C(C1C#N)=O 8-(2-cyclopropyl-pyrimidin-4-yl)-6-oxo-2H,3H,4H,6H-pyrimido[2,1-b][1,3]thiazine-7-carbonitrile